N[C@@H]1CC[C@H](CC1)NC1=NC=2N(C(=C1)NC1=CC=C(C=C1)S(=O)(=O)N(C)C)N=CC2C(C)C 4-[5-(Trans-4-Aminocyclohexylamino)-3-Isopropylpyrazolo[1,5-a]Pyrimidin-7-Ylamino]-N,N-Dimethylbenzenesulfonamide